methyl 5-[3-(2-methoxy-4-methylsulfonyl-anilino)prop-1-ynyl]-3-(2,2,2-trifluoro-1-hydroxy-ethyl)benzofuran-7-carboxylate COC1=C(NCC#CC=2C=C(C3=C(C(=CO3)C(C(F)(F)F)O)C2)C(=O)OC)C=CC(=C1)S(=O)(=O)C